3-(ureido)propyl-triethoxysilane (2-((5-chloro-2-(4-chloro-1H-1,2,3-triazol-1-yl)phenyl)amino)-2-oxoethyl-amino)-3-(1-methyl-1H-pyrazol-3-yl)propanoate ClC=1C=CC(=C(C1)NC(CNC(C(=O)O)CC1=NN(C=C1)C)=O)N1N=NC(=C1)Cl.N(C(=O)N)CCC[Si](OCC)(OCC)OCC